C(#N)C(CCC(=O)O)(C)SSCCCCCCCCCCCC 4-cyano-4-[(dodecyl-sulfanyl)sulfanyl]Pentanoic acid